C(C1=CC=CC=C1)OC1=NC(=CC=C1N1CCCC2=C(C=CC=C12)N1CCC2(OCCO2)CC1)OCC1=CC=CC=C1 8-[1-(2,6-dibenzyloxy-3-pyridinyl)-3,4-dihydro-2H-quinolin-5-yl]-1,4-dioxa-8-azaspiro[4.5]decane